C(=O)O.C(#N)CN1N=C(C(=C1)C1=CN=C2N1C=CN=C2NC2=CC(=C(C(=O)NCC(=O)N1CC3(C1)CNC3)C=C2)CC)C(F)(F)F 4-[[3-[1-(cyanomethyl)-3-(trifluoromethyl)pyrazol-4-yl]imidazo[1,2-a]pyrazin-8-yl]amino]-N-[2-(2,6-diazaspiro[3.3]heptan-2-yl)-2-oxo-ethyl]-2-ethyl-benzamide formate